N-{(2S)-2-Amino-4-[{(1R)-1-[1-benzyl-4-(2,5-difluorophenyl)-1H-pyrrol-2-yl]-2,2-dimethylpropyl}(glycoloyl)amino]butanoyl}-L-glutamic acid N[C@H](C(=O)N[C@@H](CCC(=O)O)C(=O)O)CCN(C(CO)=O)[C@H](C(C)(C)C)C=1N(C=C(C1)C1=C(C=CC(=C1)F)F)CC1=CC=CC=C1